2,5-dimethoxy-beta-nitrostyrene COC1=C(C=C[N+](=O)[O-])C=C(C=C1)OC